C1(=C(C=CC=C1)N(C1=C(C=CC=C1C1=CC=CC=2OC3=C(C21)C=CC=C3)C3=CC=CC=C3)C3=C(C=CC=C3)C3=CC=CC2=CC=CC=C32)C=3C(=CC=CC3)C3=CC=CC=C3 (terphenylyl)(naphthylphenyl)(dibenzofuranylbiphenylyl)amine